C1(CC1)C=1N=C(OC1C(=O)N1[C@H](C2=C(CC1)NC=N2)C2=NN1C(C(=CC=C1)F)=C2)C=2C=NN(C2)C (R)-(4-cyclopropyl-2-(1-methyl-1H-pyrazol-4-yl)oxazol-5-yl)(4-(4-fluoropyrazolo[1,5-a]pyridin-2-yl)-1,4,6,7-tetrahydro-5H-imidazo[4,5-c]pyridin-5-yl)methanone